FC(N1N=C(C(=C1)F)S(=O)(N)=NC(NC1=C2C(=NC(=C1C1=CC=CC=C1)C(F)(F)F)CCC2)=O)F 1-(Difluoromethyl)-4-fluoro-N'-((3-phenyl-2-(trifluoromethyl)-6,7-dihydro-5H-cyclopenta[b]pyridin-4-yl)carbamoyl)-1H-pyrazole-3-sulfonimidamide